COC(C1=CC(=CC(=C1)OC[C@H]1OCCC1)C=1SC(=CN1)CC)=O 3-(5-Ethyl-1,3-thiazol-2-yl)-5-[(2S)-tetrahydro-furan-2-ylmethoxy]benzoic acid methyl ester